BrC=1C=CC(=C(C1)CC(=O)Cl)[N+](=O)[O-] (5-bromo-2-nitrophenyl)acetyl chloride